ClC1=NC=C(C(=C1)C1=C(C=NC(=C1)C)C(=O)NC=1SC=2C(=NC(=C(C2)C2=C(C=NN2C)C)OC)N1)OC 2'-chloro-N-(6-(1,4-dimethyl-1H-pyrazol-5-yl)-5-methoxythiazolo[4,5-b]pyridin-2-yl)-5'-methoxy-6-methyl-[4,4'-bipyridine]-3-carboxamide